5-(2-methylthiobenzoyl)amino-3-(1-isobutylpiperidin-4-yl)-1H-indole CC1=C(C(=S)NC=2C=C3C(=CNC3=CC2)C2CCN(CC2)CC(C)C)C=CC=C1